COC1=CN=C2C=C(C=NC2=C1)C(=O)O 7-methoxy-1,5-naphthyridine-3-carboxylic acid